COCCC(CCCNS(=O)(=O)C1=CC=C(C=C1)C)S(=O)(=O)F 1-methoxy-6-((4-methylphenyl)sulfonylamino)hexane-3-sulfonyl fluoride